C(C)(C)OCCNC(=O)N1C=NC2=C1C=CC=C2 N-(2-iso-Propoxyethyl)-1H-benzo[d]imidazole-1-carboxamide